FC=1C=CC(=NC1)O 5-fluoro-pyridin-2-ol